N-[5-[(3S)-Isoxazolidin-3-yl]-3-pyridyl]acetamide TFA salt OC(=O)C(F)(F)F.O1N[C@@H](CC1)C=1C=C(C=NC1)NC(C)=O